COC1=CC=C(CN2C(N(CC23CCNCC3)CC(=O)NC3=CC=C(C=C3)C(F)(F)F)=O)C=C1 2-(1-(4-methoxybenzyl)-2-oxo-1,3,8-triazaspiro[4.5]decan-3-yl)-N-(4-(trifluoromethyl)phenyl)acetamide